2-(ethylamino)-N-(3-(3-(methylamino)-1-phenylpropoxy)phenyl)-4-(pyrrolidin-1-yl)pyrimidine-5-carboxamide C(C)NC1=NC=C(C(=N1)N1CCCC1)C(=O)NC1=CC(=CC=C1)OC(CCNC)C1=CC=CC=C1